Cl.FC1(O[C@H]([C@H](NC1)CNC1=NC=C(N=C1)C(F)F)C)F N-(((2S,3R)-6,6-difluoro-2-methylmorpholin-3-yl)methyl)-5-(difluoromethyl)pyrazin-2-amine hydrochloride